CC1=CC=CC=2N1N=CC2 7-methylpyrazolo[1,5-a]pyridine